FC1C(CN(C1)C([C@@](C(F)(F)F)(C)O)=O)N1C(C=2C=CC=NC2CC1)=O 6-(4-fluoro-1-((R)-3,3,3-trifluoro-2-hydroxy-2-methylpropionyl)pyrrolidin-3-yl)-7,8-dihydro-1,6-naphthyridin-5(6H)-one